The molecule is a trisaccharide consisting of an alpha-D-galactopyranose residue and two beta-D-glucopyranose residues joined in sequence by (1->2) and (1->4) glycosidic linkages. It derives from a beta-cellobiose and an alpha-D-galactose. C([C@@H]1[C@@H]([C@@H]([C@H]([C@H](O1)O[C@@H]2[C@H]([C@@H]([C@H](O[C@H]2O[C@@H]3[C@H](O[C@H]([C@@H]([C@H]3O)O)O)CO)CO)O)O)O)O)O)O